((oxan-2-yl)-1H-indazol-4-yl)-2-[(2S)-2-methoxypropoxy]-8-[(1S)-1-phenylethoxy]quinoline O1C(CCCC1)N1N=CC2=C(C=CC=C12)C=1C(=NC2=C(C=CC=C2C1)O[C@@H](C)C1=CC=CC=C1)OC[C@H](C)OC